(1S,2R,4R,6S)-2-(hydroxymethyl)-6-isopropyl-2-(methoxymethyl)quinuclidin-3-one tert-butyl-N-(2-{1-[5-(4-chlorophenyl)furan-2-yl]-N-methylformamido}ethyl)-N-methylcarbamate C(C)(C)(C)OC(N(C)CCN(C(=O)C=1OC(=CC1)C1=CC=C(C=C1)Cl)C)=O.OC[C@@]1(N2[C@@H](C[C@H](C1=O)CC2)C(C)C)COC